ClC1=CC=2N(C=C1)C=C(N2)C2=CC=CC=C2 7-chloro-2-phenylimidazo[1,2-a]pyridine